(3-benzyloxyazetidin-1-yl)-[2,6-dimethoxy-4-[5-(1-methylpyrazol-4-yl)benzimidazol-1-yl]phenyl]methanone C(C1=CC=CC=C1)OC1CN(C1)C(=O)C1=C(C=C(C=C1OC)N1C=NC2=C1C=CC(=C2)C=2C=NN(C2)C)OC